CC1=C(CS(=O)(=O)C2=C(C=C(C(=O)OC)C=C2)I)C=CC=C1C methyl 4-((2,3-dimethylbenzyl)sulfonyl)-3-iodobenzoate